NC1=NC(=CC(=N1)OCC(CO)OCP(OCCCCSSCCCCCCCCCCCCCCCC)(O)=O)N 4-(hexadecyldisulfanyl)butyl hydrogen (((1-((2,6-diaminopyrimidin-4-yl)oxy)-3-hydroxypropan-2-yl)oxy)methyl)phosphonate